S1C=NC2=C1C=CC(=C2)C2=NC(=NC=C2F)N (4-(Benzothiazol-5-yl)-5-fluoropyrimidin-2-yl)amine